NC=1C=C(C(=C2C=C(N=CC12)NC(=O)C1[C@H]2CC(C[C@@H]12)O)Cl)C=1C=NC=CC1C (1R,5S,6r)-N-(8-amino-5-chloro-6-(4-methylpyridin-3-yl)isoquinolin-3-yl)-3-hydroxybicyclo[3.1.0]hexane-6-carboxamide